Thieno[3,4-d]Pyridin-4(5H)-one C=1SC=C2C1C=CNC2=O